sodium dodecyl sarcosinate (N-lauroyl sarcosinate) C(CCCCCCCCCCC)(=O)N(C)CC(=O)[O-].N(C)CC(=O)OCCCCCCCCCCCC.[Na+]